(R)-N-(6-((R)-2-((tert-Butyldimethylsilyl)oxy)propoxy)-5-chloropyridin-3-yl)-2-chloro-8-methyl-8-(trifluoromethyl)-7,8-dihydro-6H-pyrazolo[1,5-a]pyrrolo[2,3-e]pyrimidine-6-carboxamide [Si](C)(C)(C(C)(C)C)O[C@@H](COC1=C(C=C(C=N1)NC(=O)N1C[C@](C2=C1C=NC=1N2N=C(C1)Cl)(C(F)(F)F)C)Cl)C